6-chloro-N-(5-cyano-4-(3-methoxyphenyl)thiazol-2-yl)nicotinamide ClC1=NC=C(C(=O)NC=2SC(=C(N2)C2=CC(=CC=C2)OC)C#N)C=C1